C(C)(C)(C)OC(=O)N1CC2CNC(CC2C1)=O.CO[C] Methoxycarbon tert-butyl-6-oxooctahydro-2H-pyrrolo[3,4-c]pyridine-2-carboxylate